2-((1-(7-methyl-4-oxo-2-(1,2,3,6-tetrahydropyridin-4-yl)-4H-pyrido[1,2-a]pyrimidin-9-yl)ethyl)amino)benzoic acid CC=1C=C(C=2N(C(C=C(N2)C=2CCNCC2)=O)C1)C(C)NC1=C(C(=O)O)C=CC=C1